ClC1=C(C(=CC=C1)C(F)(F)F)NC(NC(C(=O)N(C)C)=CC1=CC(=CC=C1)[N+](=O)[O-])=O (R)-2-(3-(2-chloro-6-(trifluoromethyl)phenyl)ureido)-N,N-dimethyl-3-(3-nitrophenyl)propenamide